3-(1'-(3-(methylsulfonyl)benzyl)-6-oxo-6,8-dihydro-2H,7H-spiro[furo[2,3-e]isoindole-3,4'-piperidin]-7-yl)piperidine-2,6-dione CS(=O)(=O)C=1C=C(CN2CCC3(CC2)COC2=C4CN(C(C4=CC=C23)=O)C2C(NC(CC2)=O)=O)C=CC1